NC1=C(C[C@H](N)C(=O)O)C=CC=C1 o-aminophenylalanine